6-chloro-4-isopropyl-1-(1-(1-methylazetidin-3-yl)-1H-pyrazol-4-yl)-2,7-naphthyridine ClC=1C=C2C(=CN=C(C2=CN1)C=1C=NN(C1)C1CN(C1)C)C(C)C